3,5-dimethyl-4-hydroxybenzyl-acrylamide CC=1C=C(CC(C(=O)N)=C)C=C(C1O)C